FC(C1=CC=CC(=N1)NS(=O)(=O)CC)(F)F N-(6-(trifluoromethyl)pyridin-2-yl)ethanesulfonamide